Tert-Butylaminosilane C(C)(C)(C)N[SiH3]